C(C)C(CC(Cl)(CC)CC)(Cl)OP(OC(CCCl)Cl)(OC(CCCl)Cl)=O triethyltris(1,3-dichloropropyl)phosphoric acid